Methyl 6-chloro-pyrazolo[1,5-a]pyridine-3-carboxylate ClC=1C=CC=2N(C1)N=CC2C(=O)OC